2-(4-amino-5-(pyridin-3-yl)-7H-pyrrolo[2,3-d]pyrimidin-7-yl)acetic acid NC=1C2=C(N=CN1)N(C=C2C=2C=NC=CC2)CC(=O)O